C(C1=CC=CC=C1)O[C@H]1C[C@@H](N(C1)C(=O)OC(C)(C)C)COC1=C(C(=CC(=C1)C)O[C@@H](CF)C)C(=O)OC tert-butyl (2R,4S)-4-(benzyloxy)-2-((3-(((R)-1-fluoropropan-2-yl)oxy)-2-(methoxycarbonyl)-5-methylphenoxy)methyl)pyrrolidine-1-carboxylate